2-(5-Fluoro-2-pyridyl)-3-(1H-pyrrolo[2,3-b]pyridin-4-yl)-6,7-dihydro-4H-pyrazolo[5,1-c][1,4]oxazine FC=1C=CC(=NC1)C1=NN2C(COCC2)=C1C1=C2C(=NC=C1)NC=C2